3-(2-(methyl(6-methyl-2-((4-(2-phenylacetamido)phenyl)amino)pyrimidin-4-yl)amino)ethoxy)propanoic acid CN(CCOCCC(=O)O)C1=NC(=NC(=C1)C)NC1=CC=C(C=C1)NC(CC1=CC=CC=C1)=O